C(N)(=O)C1=C(C=CC(=C1)C#N)C1=C2CN(CC2=CC=C1F)C(=O)OC(C)(C)C tert-butyl 4-(2-carbamoyl-4-cyanophenyl)-5-fluoroisoindoline-2-carboxylate